C12CCCC(CCC1)N2[C@@H]2[C@H](C1=CC(=CC(=C1C2)Cl)Cl)OC2=CC=CC=C2 4-[[(1S,2S)-2-[9-azabicyclo[3.3.1]nonan-9-yl]-4,6-dichloro-2,3-dihydro-1H-inden-1-yl]oxy]benzene